monochlorophthalic anhydride ClC1=C2C(C(=O)OC2=O)=CC=C1